4-(2-hydroxyphenyl)-7-(2-methoxyphenyl)-2-methyl-5-oxo-1,4,5,6,7,8-hexahydroquinoline-3-carboxylic acid methyl ester COC(=O)C1=C(NC=2CC(CC(C2C1C1=C(C=CC=C1)O)=O)C1=C(C=CC=C1)OC)C